3-amino-N-[2-(4-amino-3-methoxy-3-methylpyrrolidin-1-yl)-3-fluoro-5,6,7,8-tetrahydroquinolin-6-yl]-6-methylthieno[2,3-b]pyridine-2-carboxamide NC1=C(SC2=NC(=CC=C21)C)C(=O)NC2CC=1C=C(C(=NC1CC2)N2CC(C(C2)N)(C)OC)F